tert-butyl (12aR)-9-bromo-10-methyl-6-oxo-3,4,12,12a-tetrahydro-6H-pyrazino[2,1-c][1,4]benzoxazepine-2(1H)-carboxylate BrC1=C(C2=C(C(N3[C@@H](CO2)CN(CC3)C(=O)OC(C)(C)C)=O)C=C1)C